2-(3-cyclopropyl-5-{(1S)-1-[3-cyclopropyl-5-(trifluoromethoxy)benzamido]ethyl}-1H-1,2,4-triazol-1-yl)-N,N-dimethyl-1,3-thiazole-5-carboxamide C1(CC1)C1=NN(C(=N1)[C@H](C)NC(C1=CC(=CC(=C1)OC(F)(F)F)C1CC1)=O)C=1SC(=CN1)C(=O)N(C)C